N-(4,5-Dimethoxy-2-((4-(2-(((8-methylquinolin-5-yl)methyl)(pyridin-3-ylmethyl)amino)ethyl)phenyl)carbamoyl)phenyl)-4-oxo-4H-chromene-2-carboxamide COC1=CC(=C(C=C1OC)NC(=O)C=1OC2=CC=CC=C2C(C1)=O)C(NC1=CC=C(C=C1)CCN(CC=1C=NC=CC1)CC1=C2C=CC=NC2=C(C=C1)C)=O